bis(isocyanatomethyl)cyclohexane diisocyanate [N-]=C=O.[N-]=C=O.N(=C=O)CC1(CCCCC1)CN=C=O